OCC[C@H](C1=CC=CC=C1)N[C@H](C(=O)O)CCC(C)(C)C (2S)-2-{[(1R)-3-hydroxy-1-phenylpropyl]amino}-5,5-dimethylhexanoic acid